ClC=1C=C(O[C@H]2C=3N(CCC2)N=C(N3)NC3[C@H]2CN(C[C@@H]3CC2)C2=CN=NC(=C2)C)C=C(C1)F (R)-8-(3-chloro-5-fluorophenoxy)-N-((1R,5S,8s)-3-(6-methylpyridazin-4-yl)-3-azabicyclo[3.2.1]oct-8-yl)-5,6,7,8-tetrahydro-[1,2,4]triazolo[1,5-a]pyridin-2-amine